silver trifluoromethoxide FC([O-])(F)F.[Ag+]